C1(CCCCC1)N(C(=O)C1=CC2=CC=C(C=C2C=C1)C(=O)O)C1CCCCC1 2,6-naphthalenedicarboxylic acid dicyclohexylamide